CC1=CC=C(C=N1)C=1C=C2C(=CC=NC2=CC1)C(=O)O 6-(6-methylpyridin-3-yl)quinoline-4-carboxylic acid